O[C@H](COC=1C=C(C=CC1)S(=O)(=O)NC)CNC1COC2(C1)CCN(CC2)S(=O)(=O)CCC2=CC=NC=C2 3-((2S)-2-hydroxy-3-(8-(2-(pyridin-4-yl)ethylsulfonyl)-1-oxa-8-azaspiro[4.5]decan-3-ylamino)propoxy)-N-methylbenzenesulfonamide